C(C)N(CCNC(=O)C1=NC2=CC=C(C=C2N=C1)I)CC N-(2-diethylaminoethyl)-6-iodoquinoxaline-2-carboxamide